(2,2-dimethylbenzo[d][1,3]dioxan-5-yl)-2-(1H-imidazol-1-yl)ethan-1-one oxime CC1(OCC2=C(O1)C=CC=C2C(CN2C=NC=C2)=NO)C